N-(3-triethoxysilylpropyl)-2-hydroxypropyl-carbamate C(C)O[Si](CCCN(C([O-])=O)CC(C)O)(OCC)OCC